CC12C(C3C1(C(=O)NC(=O)N3[C@H]4C[C@@H]([C@H](O4)CO)O)C)N(C(=O)NC2=O)[C@H]5C[C@@H]([C@H](O5)CO)O The molecule is a nucleoside analogue obtained by formal cyclodimerisation of thymidine. It has a role as a Mycoplasma genitalium metabolite. It is a cyclobutadipyrimidine and a nucleoside analogue.